ClC=1C(=C(NC=2C3=C(N=CN2)C=C(C(=N3)C3CN(C3)C(=O)OC(C)(C)C)OC)C=CC1Cl)F tert-Butyl 3-[4-(3,4-dichloro-2-fluoro-anilino)-7-methoxy-pyrido[3,2-d]pyrimidin-6-yl]azetidine-1-carboxylate